FC1=C(C=CC=C1F)C1OC(=C(C1=O)OC(C)=O)N 2-(2,3-difluorophenyl)-4-(acetoxy)-5-amino-3(2H)-furanone